C1(CC1)CN1[C@H]2CN(C[C@@H]1CC2)C=2C=CC(=C(C(=O)N[C@H](C)C1=CC(=CC(=C1)C=1C=NN(C1)C)OC)C2)C 5-[(1R,5S)-8-(Cyclopropylmethyl)-3,8-diazabicyclo[3.2.1]octan-3-yl]-N-[(1R)-1-[3-methoxy-5-(1-methylpyrazol-4-yl)phenyl]ethyl]-2-methyl-benzamide